(R)-1-(6-(3-(2-(4-((R)-1-aminoethyl)-3-methoxyphenyl)-3-chloropyridin-4-yl)-2-chlorophenyl)-2-methoxypyridin-3-yl)ethan-1-amine N[C@H](C)C1=C(C=C(C=C1)C1=NC=CC(=C1Cl)C=1C(=C(C=CC1)C1=CC=C(C(=N1)OC)[C@@H](C)N)Cl)OC